1-(4-(4-((4-(4-((1R,2S)-6-hydroxy-2-phenyl-1,2,3,4-tetrahydronaphthalen-1-yl)phenyl)piperazin-1-yl)methyl)piperidin-1-yl)phenyl)dihydropyrimidine-2,4(1H,3H)-dione OC=1C=C2CC[C@@H]([C@@H](C2=CC1)C1=CC=C(C=C1)N1CCN(CC1)CC1CCN(CC1)C1=CC=C(C=C1)N1C(NC(CC1)=O)=O)C1=CC=CC=C1